C(C)(=O)O.C(C\C=C/CC)S cis-3-hexenethiol acetate